C(#N)C(=NNC=1C=C2C(=NC1)N(C(=C2)C(=O)N2CCOCC2)C(=O)OC(C)(C)C)C#N tert-butyl 5-(2-(dicyano-methylene)hydrazinyl)-2-(morpholine-4-carbonyl)-1H-pyrrolo[2,3-b]pyridine-1-carboxylate